(3-(3-cyano-2-vinylpyridin-4-yl)-2-tolyl)-5-formylpyridinamide-3-d C(#N)C=1C(=NC=CC1C=1C(=C(C=CC1)C)C1=C(C(=NC=C1C=O)C(=O)N)[2H])C=C